(R)-2-((1-(2-cyano-3-((3-(hydroxymethyl)bicyclo[1.1.1]pentan-1-yl)amino)-7-methylquinoxalin-5-yl)ethyl)amino)benzoic acid C(#N)C1=NC2=CC(=CC(=C2N=C1NC12CC(C1)(C2)CO)[C@@H](C)NC2=C(C(=O)O)C=CC=C2)C